O[C@@H]1[C@H](CC2(CN(C2)C(=O)OC(C)(C)C)CC1)C tert-butyl (6S,7S)-7-hydroxy-6-methyl-2-azaspiro[3.5]nonane-2-carboxylate